((1-(2,6-Dioxopiperidin-3-yl)-3-methyl-2-oxo-2,3-dihydro-1H-benzo[d]imidazol-5-yl)methyl)-3-methylazetidine-1-carboxylic acid tert-butyl ester C(C)(C)(C)OC(=O)N1C(C(C1)C)CC1=CC2=C(N(C(N2C)=O)C2C(NC(CC2)=O)=O)C=C1